C(C)(C)(C)OC(C(CCC(=O)O)N1CCN(CCN(CCN(CC1)CC=1N(C(C=CC1)=O)OCC1=CC=CC=C1)CC=1N(C(C=CC1)=O)OCC1=CC=CC=C1)CC=1N(C(C=CC1)=O)OCC1=CC=CC=C1)=O 5-(tert-butoxy)-5-oxo-4-[4,7,10-tris({[1-(benzyloxy)-6-oxo-1,6-dihydropyridin-2-yl]methyl})-1,4,7,10-tetraazacyclododecan-1-yl]pentanoic acid